7-Bromo-4-hydroxyquinoline-3-carboxylic acid ethyl ester C(C)OC(=O)C=1C=NC2=CC(=CC=C2C1O)Br